2-(3,5-Dichloro-4-((4-chloro-2-(trifluoromethyl)quinolin-6-yl)oxy)phenyl)-3,5-dioxo-2,3,4,5-Tetrahydro-1,2,4-triazine-6-carbonitrile ClC=1C=C(C=C(C1OC=1C=C2C(=CC(=NC2=CC1)C(F)(F)F)Cl)Cl)N1N=C(C(NC1=O)=O)C#N